2',3,4',6-tetrachlorobiphenyl ClC1=C(C=CC(=C1)Cl)C1=CC(=CC=C1Cl)Cl